NC1CCN(CC1)S(=O)(=O)C=1C=C(C=CC1)O 3-((4-aminopiperidin-1-yl)sulfonyl)phenol